C(C)(C)(C)OC(=O)N1CCN(CC1)C=1C=C2C(=CC=NC2=CC1)Cl 4-(4-Chloroquinolin-6-yl)piperazine-1-carboxylic acid tert-butyl ester